ClC1=C(NC2=CC=CC=C12)C(=O)N(C)[C@@H](C)C1=CNC(C2=CC(=C(C=C12)F)F)=O (S)-3-chloro-N-(1-(6,7-difluoro-1-oxo-1,2-dihydroisoquinolin-4-yl)ethyl)-N-methyl-1H-indole-2-carboxamide